1-methyl-4-[(1-methylcyclopentyl)amino]-6-nitro-quinolin-2-one CN1C(C=C(C2=CC(=CC=C12)[N+](=O)[O-])NC1(CCCC1)C)=O